C1(=CC=CC=C1)[B-](C1=CC=CC=C1)(C1=CC=CC=C1)C1=CC=CC=C1.C(C)[NH+](CC)CC Triethylammonium Tetraphenylborat